C1(=NC=CC=2NC=3C=CC=CC3C21)C(=O)NN pyrido[4,3-b]indole-1-carbohydrazide